C(C)C1=C(C=CC=C1)S(=O)(=N)Cl ethylbenzenesulfonimidoyl chloride